C1(CC1)CS(=O)(=O)NCC1=CC=C(C=C1)C1=NOC(=N1)C(F)(F)F 1-cyclopropyl-N-[[4-[5-(trifluoromethyl)-1,2,4-oxadiazol-3-yl]phenyl]methyl]methanesulfonamide